2-(azetidin-1-yl)-N-(7-fluoro-2-formyl-indan-5-yl)acetamide N1(CCC1)CC(=O)NC=1C=C2CC(CC2=C(C1)F)C=O